3-[2-[5-(trifluoromethyl)pyrimidin-2-yl]ethynyl]cyclobutanecarboxamide FC(C=1C=NC(=NC1)C#CC1CC(C1)C(=O)N)(F)F